(R)-(6a-(difluoromethyl)-2-(3-fluoro-2-hydroxyphenyl)-5,6,6a,7,9,10-hexahydro-8H-pyrazino[1',2':4,5]pyrazino[2,3-c]pyridazin-8-yl)(2,2-dimethylpiperazin-1-yl)methanone FC([C@@]12N(C=3C(=NN=C(C3)C3=C(C(=CC=C3)F)O)NC1)CCN(C2)C(=O)N2C(CNCC2)(C)C)F